ClC1=CC=C(C(=C1S(=O)(=O)N(C)OC)O)NC1=C(C(C1=O)=O)NC(CC)CC 6-chloro-3-((3,4-dioxo-2-(pentan-3-ylamino)cyclobut-1-en-1-yl)amino)-2-hydroxy-N-methoxy-N-methylbenzenesulfonamide